C(C)(C)(C)OC(=O)N1C=2C3=CC(=CC=C3C1C=C2)Cl 4-chloro-11-azatricyclo[6.2.1.02,7]Undecene-2,4,6,9-tetraene-11-carboxylic acid tert-butyl ester